3-(5-((4-(6-aminopyridin-3-yl)piperazin-1-yl)methyl)-1-oxoisoindolin-2-yl)piperidine-2,6-dione NC1=CC=C(C=N1)N1CCN(CC1)CC=1C=C2CN(C(C2=CC1)=O)C1C(NC(CC1)=O)=O